OC1=C(C=CC=C1)C1=CC2=C(N=N1)SC(=C2C)C2CCN(CC2)C2=NC=C(C=N2)OC2=NOC(=C2)C(C(=O)O)C(C)C 2-(3-((2-(4-(3-(2-hydroxyphenyl)-5-methylthieno[2,3-c]pyridazin-6-yl)piperidin-1-yl)pyrimidin-5-yl)oxy)isoxazol-5-yl)-3-methylbutanoic acid